2,4,6-tricarboxyl-1,3,5-trimethylbenzene C(=O)(O)C1=C(C(=C(C(=C1C)C(=O)O)C)C(=O)O)C